C(C)(=O)N(N(C(=O)C1=CC=2C3=C(C(=NC2C=C1)N)C=NN3C)CC3=NC=C(C=C3)C(F)(F)F)C3=NC=CC=C3 N'-acetyl-4-amino-1-methyl-N'-(2-pyridyl)-N-[[5-(trifluoromethyl)-2-pyridyl]methyl]pyrazolo[4,3-c]quinoline-8-carbohydrazide